C1(CCCCC1)S(=O)C1=CC=C(C=C1)I 1-(Cyclohexylsulfinyl)-4-iodobenzene